CC(C)CC(C(=O)[O-])O The molecule is a 2-hydroxy fatty acid anion that is the conjugate base of 2-hydroxy-4-methylvaleric acid, obtained by deprotonation of the carboxy group; major species at pH 7.3. It has a role as a metabolite. It is a 2-hydroxy fatty acid anion and a methyl-branched fatty acid anion. It derives from a valeric acid. It is a conjugate base of a 2-hydroxy-4-methylvaleric acid.